C(CCCCCCC(=O)OO)CCCCCC(=O)OO tetradecanediperoxoic acid